FC(C=1C(=NC(=NC1)SC)OC(C1=C(C=CC=C1)F)=O)F (5-(difluoromethyl)-2-(methylthio) pyrimidin-4-yl)-2-fluorobenzoate